3-(pyridin-3-ylmethyl)-1-[4-(5,6,7,8-tetrahydro-1,6-naphthyridine-6-sulfonyl)phenyl]urea N1=CC(=CC=C1)CNC(NC1=CC=C(C=C1)S(=O)(=O)N1CC=2C=CC=NC2CC1)=O